CC1=NC(=C(N=C1N)NCC1=CC=C(C=C1)I)Cl methyl-3-amino-6-chloro-5-(4-iodobenzylamino)pyrazine